CN(C=1N=C(N2C1C(=NCC2)C)C2=NC(=NS2)C)C 1-(dimethylamino)-8-methyl-3-(3-methyl-1,2,4-thiadiazol-5-yl)-5,6-dihydroimidazo[1,5-a]pyrazin